(3R)-N-(1-methylcyclobutyl)-1-{6-[7-(pyrazol-1-yl)-1H-indazol-4-yl]-1,2,4-triazin-3-yl}pyrrolidin-3-amine CC1(CCC1)N[C@H]1CN(CC1)C=1N=NC(=CN1)C1=C2C=NNC2=C(C=C1)N1N=CC=C1